4-(1-Isopropyl-3-methyl-2-oxo-7-(1-(pyridin-4-ylmethyl)-1H-pyrazol-4-yl)-1,2,3,6-tetrahydroimidazo[4,5-d]pyrrolo[2,3-b]pyridin-8-yl)benzonitril C(C)(C)N1C(N(C=2C1=C1C(=NC2)NC(=C1C1=CC=C(C#N)C=C1)C=1C=NN(C1)CC1=CC=NC=C1)C)=O